ClC1=C(C=C(C=C1)N1C(CC[C@H]1C1=NC2=C(N1C1CCC(CC1)(C)O)C=CC(=C2)C=2C(=NOC2C)C)=O)F (S)-1-(4-chloro-3-fluorophenyl)-5-(5-(3,5-dimethylisoxazol-4-yl)-1-((1s,4R)-4-hydroxy-4-methylcyclohexyl)-1H-benzo[d]imidazol-2-yl)pyrrolidin-2-one